C1(CC1)C#CC1(C(NC2=C(C=CC=C12)C(F)(F)F)=O)C1=CC=C(C=C1)O 3-cyclopropylethynyl-3-(4-hydroxyphenyl)-7-trifluoromethylindolin-2-one